6-fluoro-3',6'-dihydro-[3,4'-bipyridine] FC1=CC=C(C=N1)C=1CC=NCC1